NC1=CC=C(C=C1)N1CCN(CCC1=O)C 4-(4-aminophenyl)-1-methyl-1,4-diazepan-5-one